4-((7-(4-(2-(2-(2,6-dioxopiperidin-3-yl)-1-oxoisoindoline-5-carbonyl)-2,7-diazaspiro[3.5]non-7-yl)-4-oxobutoxy)-6-methoxyquinazolin-4-yl)oxy)-3-fluorobenzene O=C1NC(CCC1N1C(C2=CC=C(C=C2C1)C(=O)N1CC2(C1)CCN(CC2)C(CCCOC2=C(C=C1C(=NC=NC1=C2)OC2=C(C=CC=C2)F)OC)=O)=O)=O